ClC1=C(C(=O)NC2=CC(=NN2C2=CC=CC=C2)C(=O)NCC2(CCNCC2)O)C=C(C(=C1)Cl)C1=NC=CC=C1 5-[[2,4-dichloro-5-(2-pyridyl)benzoyl]amino]-N-[(4-hydroxy-4-piperidyl)methyl]-1-phenyl-pyrazole-3-carboxamide